7-methoxy-1H-pyrrolo[3,2-c]pyridine COC=1C2=C(C=NC1)C=CN2